ClC1=C(C=C2C(C(NC2=C1)=O)=C(C1=CC(=NO1)C)O)C1=CC=C(C=C1)OCCOC 6-chloro-3-[hydroxy-(3-methylisoxazol-5-yl)methylene]-5-[4-(2-methoxyethoxy)phenyl]indolin-2-one